OC(C)(C)C1CCN(CC1)C=1C=CC=2N(C1)N=CC2 6-(4-(2-hydroxypropan-2-yl)piperidin-1-yl)pyrazolo[1,5-a]pyridin